2-benzyl 1-(tert-butyl) (2S,4S)-4-((dimethylamino)methyl)-4-fluoropyrrolidine-1,2-dicarboxylate CN(C)C[C@]1(C[C@H](N(C1)C(=O)OC(C)(C)C)C(=O)OCC1=CC=CC=C1)F